OC(O)P(CC=C)=O dihydroxymethyl-allylphosphine oxide